NC1=C(C=C(C(=O)N2C[C@@H](CCC2)CC#CC2=C3CN(C(C3=CC=C2)=O)C2C(NC(CC2)=O)=O)C=C1)OC 3-(4-(3-((S)-1-(4-amino-3-methoxybenzoyl)piperidin-3-yl)prop-1-yn-1-yl)-1-oxoisoindolin-2-yl)piperidine-2,6-dione